5-benzoyl-1,2-dihydro-3H-pyrrolo[1,2-a]pyrrole-1-carboxylic acid C(C1=CC=CC=C1)(=O)C1=CC=C2N1CCC2C(=O)O